(19R)-3-ethyl-16-fluoro-10,19-dimethyl-20-oxa-3,4,9,11,12,23-hexaazapentacyclo[19.3.1.02,6.08,12.013,18]pentacosa-1(24),2(6),4,8,10,13,15,17,21(25),22-decaen-22-amine C(C)N1C=2C3=CN=C(C(O[C@@H](C4=CC(=CC=C4N4N=C(N=C4CC2C=N1)C)F)C)=C3)N